C1(CCC1)N1CCC(CC1)OC1=CC=C(C=C1)NC(=O)NCCN1CCN(CC1)C 1-(4-((1-cyclobutylpiperidin-4-yl)oxy)phenyl)-3-(2-(4-methylpiperazin-1-yl)ethyl)urea